FC=1C(=NC=C(C1)SC(F)(F)F)NC(C1=C(C=CC(=C1)[N+](=O)[O-])SC1=NN=NN1C)=O N-{3-fluoro-5-[(trifluoromethyl)sulfanyl]pyridin-2-yl}-2-[(1-methyl-1H-1,2,3,4-tetrazol-5-yl)sulfanyl]-5-nitrobenzamide